N[C@H]1CC(CC1)C#CC1=C(N=C(C(=N1)N)C1=C(C(=CC=C1)Cl)Cl)C=1OC=NN1 6-(((3R)-3-aminocyclopentyl)ethynyl)-3-(2,3-dichlorophenyl)-5-(1,3,4-oxadiazol-2-yl)pyrazin-2-amine